2-Chloroethyl (5-hydroxy-3,4,6-trimethylpyridin-2-yl)carbamate OC=1C(=C(C(=NC1C)NC(OCCCl)=O)C)C